BrC=1C=C(C=C2C=C(C(=NC12)O)C)C 8-bromo-2-hydroxy-3,6-dimethyl-quinoline